O=C(C)O[Hg]OC(=O)C mercuric diacetate